O=C1NC=NC2=C(C=CC=C12)C=O 4-OXO-3,4-DIHYDRO-QUINAZOLINE-8-CARBALDEHYDE